6-(3,5-dimethylpyrazol-1-yl)-2-[1-[(2-methyl-5,6-dihydro-4H-cyclopenta[c]pyrazol-3-yl)methyl]piperidin-4-yl]pyridazin-3-one CC1=NN(C(=C1)C)C=1C=CC(N(N1)C1CCN(CC1)CC1=C2C(=NN1C)CCC2)=O